2-(3,5-dimethoxy-4-((5,5,5-trifluoropentyl)thio)phenyl)ethanamine COC=1C=C(C=C(C1SCCCCC(F)(F)F)OC)CCN